NC1=NC=2C=CC(=CC2C2=C1[C@H](OC2)C)C(=O)N(CC2=NC=C(C=C2)C(F)(F)F)[C@H]2[C@@H](C2)C(F)(F)F (3R)-4-amino-3-methyl-N-((1R,2R)-2-(trifluoromethyl)cyclopropyl)-N-((5-(trifluoromethyl)-2-pyridinyl)methyl)-1,3-dihydrofuro[3,4-c]quinoline-8-carboxamide